di-n-octyl-cyclohexane-1,4-dicarboxylic acid C(CCCCCCC)C1(CCC(CC1)(C(=O)O)CCCCCCCC)C(=O)O